IsothiocyanatoAmine N(=C=S)N